C1(C=2N(CCN1)C=CC(C2)=O)=O 3,4-dihydro-2H-pyrido[1,2-a]pyrazine-1,8-dione